FC1=CC=C(C[Se]C2=CC=CC=C2)C=C1 (4-fluorobenzyl)(phenyl)selenium